4α,23,24-trimethyl-5α-cholest-22E-en-3β-ol C[C@H]1[C@@H]2CC[C@H]3[C@@H]4CC[C@H]([C@@H](/C=C(/C(C(C)C)C)\C)C)[C@]4(CC[C@@H]3[C@]2(CC[C@@H]1O)C)C